FC1(CC(CC1)CN1N=C(C(=C1C(=O)NC1=CC(=NC=C1)S(=O)(=O)C)C)C(C(F)(F)F)C)F 1-((3,3-difluorocyclopentyl)methyl)-4-methyl-N-(2-(methylsulfonyl)pyridin-4-yl)-3-(1,1,1-trifluoropropan-2-yl)-1H-pyrazole-5-carboxamide